5-nitroisophthaloyl-bis(N-dimethylaminoethyl-formamide) [N+](=O)([O-])C=1C=C(C=C(C(=O)N(C=O)CCN(C)C)C1)C(=O)N(C=O)CCN(C)C